ClC1=C(C(=CC=C1)Cl)C=1N=C2C=3C=C(C=NC3C=CN2C1C(=O)N)C=1C=NC(=CC1)CC(F)(F)F 2-(2,6-Dichlorophenyl)-9-(6-(2,2,2-trifluoroethyl)pyridin-3-yl)imidazo[2,1-f][1,6]naphthyridine-3-carboxamide